FC=1C(=CC(=NC1C1=CC=C(C=C1)F)C1(OCCCC1)CC1=NC2=C(C=C(C=C2C=C1)C(=O)N)OC)C(C)(C)O ((2-(5-fluoro-6-(4-fluorophenyl)-4-(2-hydroxypropan-2-yl)pyridin-2-yl)tetrahydro-2H-pyran-2-yl)methyl)-8-methoxyquinoline-6-carboxamide